((2-(((S)-3,3-dimethyl-1-oxo-1-((S)-2-(2,3,4,5-tetrahydro-1H-benzo[c]azepine-2-carbonyl)pyrrolidin-1-yl)butan-2-yl)carbamoyl)benzo[b]thiophen-5-yl)difluoromethyl)phosphonic acid CC([C@@H](C(N1[C@@H](CCC1)C(=O)N1CC2=C(CCC1)C=CC=C2)=O)NC(=O)C2=CC1=C(S2)C=CC(=C1)C(F)(F)P(O)(O)=O)(C)C